ClC1=C(C=2N=C(N=C(C2C(=N1)OC)O)O)F 7-chloro-8-fluoro-5-methoxypyrido[4,3-d]pyrimidine-2,4-diol